C(C)C1=CCOC=C1 4-ethylpyrane